CNS(=O)(=O)C1=C(C=C(C=C1)C)C#CC1=CC=C(C=C1)C N,4-dimethyl-2-p-tolylethynyl-benzenesulfonamide